6-(1-((3,5-dimethyl-1-(methyl-d3)-1H-pyrazol-4-yl)sulfonyl)piperidin-4-yl)-7-methyl-[1,2,4]triazolo[1,5-a]pyridine CC1=NN(C(=C1S(=O)(=O)N1CCC(CC1)C=1C(=CC=2N(C1)N=CN2)C)C)C([2H])([2H])[2H]